IC1=NNC=C1N 3-iodo-4-amino-1H-pyrazole